ClC=1C=C(C=CC1C)C1N(CC(CC1)C)C(C(=O)NC=1C=C(C=NC1)C(=O)N)=O 5-[[2-[2-(3-Chloro-4-methyl-phenyl)-5-methyl-1-piperidyl]-2-oxo-acetyl]amino]pyridine-3-carboxamide